1-methyl-4-[(2S)-2-methylpiperazin-1-yl]indazole CN1N=CC2=C(C=CC=C12)N1[C@H](CNCC1)C